BrC=1C=C2C(=CN(C2=CC1)C(C)C)CC(=O)NCC1=CC=C(C=C1)OCC 2-(5-bromo-1-isopropyl-1H-indol-3-yl)-N-(4-ethoxybenzyl)acetamide